2-(azetidin-3-yl)-1-[4-[5-(trifluoromethyl)pyrimidin-2-yl]piperazin-1-yl]ethanone N1CC(C1)CC(=O)N1CCN(CC1)C1=NC=C(C=N1)C(F)(F)F